1-[2-[1-(4-aminophenyl)-4-piperidyl]ethyl]-4-(5-bromo-2-pyridyl)piperazin-2-one NC1=CC=C(C=C1)N1CCC(CC1)CCN1C(CN(CC1)C1=NC=C(C=C1)Br)=O